ethyl 5-(((5-phenyl-1,3,4-thiadiazol-2-yl)methyl)carbamoyl)isoxazole-3-carboxylate C1(=CC=CC=C1)C1=NN=C(S1)CNC(=O)C1=CC(=NO1)C(=O)OCC